(R)-4-chloro-3-methyl-2'-(methylthio)-5',8'-dihydro-6'H-spiro[inden-1,7'-quinazolin]-4'-ol ClC1=C2C(=C[C@]3(CCC=4C(=NC(=NC4C3)SC)O)C2=CC=C1)C